FC(C1=CC=C(C=N1)COC=1N=NC(=CC1)I)F 3-{[6-(difluoromethyl)pyridin-3-yl]methoxy}-6-iodopyridazine